C1(CC1)C([C@@H](C(NC1=NC(=C(C=C1)C=1C(=NC=C(C1)C1CC1)C)F)=O)NC(OCC1=CC=CC=C1)=O)C1CC1 benzyl N-[(1S)-2,2-dicyclopropyl-1-[[5-(5-cyclopropyl-2-methyl-3-pyridyl)-6-fluoro-2-pyridyl]carbamoyl]ethyl]carbamate